OC(CCCCCCCCCCCCCCCCC(=O)O)CCCCCCC 18-Hydroxy-pentacosanoic acid